ClC1=CC(=C(COC2=C(C(N(C(=C2)C)CC=2C=NC=CC2)=O)Br)C=C1)F 4-(4-chloro-2-fluorobenzyloxy)-3-bromo-6-methyl-1-((pyridin-3-yl)methyl)pyridin-2(1H)-one